ClC=1C=CC(=C2C=CNC12)C=1N(N=C2C1CN(CC2)C2=NC=C(C=C2F)C2CC2)C2=C(C=CC=C2CC)CC 3-(7-chloro-1H-indol-4-yl)-5-(5-cyclopropyl-3-fluoro-2-pyridinyl)-2-(2,6-diethylphenyl)-6,7-dihydro-4H-pyrazolo[4,3-c]pyridine